C(C)C(CCO)(CCO)CC 3,3-diethyl-1,5-Pentylene glycol